potassium peroxymonosulfate salt S(=O)(=O)(O[O-])[O-].[K+].[K+]